O=C1C(C(=NC=C1)Br)C oxo-2-bromo-3-methylpyridine